C=CCCCCCCCCCCC (6E)-Tridecene